tert-butyl {4-[(2-{[(2S,5R)-6-benzyloxy-7-oxo-1,6-diazabicyclo[3.2.1]oct-2-yl]carbonyl}hydrazinyl)carbonyl]benzyl}carbamate C(C1=CC=CC=C1)ON1[C@@H]2CC[C@H](N(C1=O)C2)C(=O)NNC(=O)C2=CC=C(CNC(OC(C)(C)C)=O)C=C2